C(C(C)C)OC=O.NC=1C=CC=C(C1Cl)N 3,5-diamino-4-chloro-benzene Isobutyl-formate